butyl ((2-(3-carbamoylbenzyl)-4-(4-(trifluoromethyl)phenyl)-4,5,6,7-tetrahydro-2H-pyrazolo[4,3-b]pyridin-6-yl)methyl)carbamate C(N)(=O)C=1C=C(CN2N=C3C(N(CC(C3)CNC(OCCCC)=O)C3=CC=C(C=C3)C(F)(F)F)=C2)C=CC1